tert-butyl (3R,4R)-4-((4-(3-(2,6-bis(benzyloxy) pyridin-3-yl)-1-methyl-1H-indazol-6-yl)-3,6-dihydropyridin-1(2H)-yl) methyl)-3-methylpiperidine-1-carboxylate C(C1=CC=CC=C1)OC1=NC(=CC=C1C1=NN(C2=CC(=CC=C12)C=1CCN(CC1)C[C@H]1[C@H](CN(CC1)C(=O)OC(C)(C)C)C)C)OCC1=CC=CC=C1